ThiAbenzyl N-(17-amino-3,6,9,12,15-pentaoxaheptadecan-1-yl)carbamate NCCOCCOCCOCCOCCOCCNC(OSC1=CC=CC=C1)=O